CC(=CCOC1=C(C=O)C=CC=C1)C (3-methyl-2-butenyloxy)benzaldehyde